C1(CC1)C1=CC=C(C(=N1)NC1=C(C=C(C=C1)F)C)C#N 6-cyclopropyl-2-(4-fluoro-2-methylphenylamino)pyridine-3-carbonitrile